(R)-1-(5-fluoro-2-((3-methoxy-1-(piperidin-3-yl)-1H-pyrazol-4-yl)amino)pyrimidin-4-yl)-1H-indole-4-carbonitrile FC=1C(=NC(=NC1)NC=1C(=NN(C1)[C@H]1CNCCC1)OC)N1C=CC=2C(=CC=CC12)C#N